8-oxo-dideoxyguanosine monophosphate P(=O)(O)(O)OC[C@@H]1CC[C@@H](O1)N1C(N=C2C(=O)N=C(N)N=C12)=O